2-[6-amino-5-[(1R,5S)-9-[3-(4-piperidyloxy)phenyl]-3-oxa-7,9-diazabicyclo[3.3.1]nonan-7-yl]pyridazin-3-yl]phenol NC1=C(C=C(N=N1)C1=C(C=CC=C1)O)N1C[C@H]2COC[C@@H](C1)N2C2=CC(=CC=C2)OC2CCNCC2